(4-((4,4-difluoropiperidin-1-yl) methyl) phenyl) borate B(OC1=CC=C(C=C1)CN1CCC(CC1)(F)F)([O-])[O-]